CN1C=NC=C1C1=NC2=CC=C3C(=C2C=2CCCCC12)C=CN3 7-(1-methyl-1H-imidazol-5-yl)-8,9,10,11-tetrahydro-3H-pyrrolo[3,2-a]phenanthridine